4-[2-(Toluene-4-sulfonyloxymethyl)phenyl]piperidine-1-carboxylic Acid t-Butyl Ester C(C)(C)(C)OC(=O)N1CCC(CC1)C1=C(C=CC=C1)COS(=O)(=O)C1=CC=C(C)C=C1